hexa-(p-hydrazinophenoxy)cyclotriphosphazene N(N)C1=CC=C(OP2(=NP(=NP(=N2)(OC2=CC=C(C=C2)NN)OC2=CC=C(C=C2)NN)(OC2=CC=C(C=C2)NN)OC2=CC=C(C=C2)NN)OC2=CC=C(C=C2)NN)C=C1